(S)-((2R,4R)-4-((4-((R)-2-Azidobutan-2-yl)-6-chloro-2,7-naphthyridin-1-yl)oxy)pentan-2-yl)(imino)(methyl)-λ6-sulfanone N(=[N+]=[N-])[C@](C)(CC)C1=CN=C(C2=CN=C(C=C12)Cl)O[C@@H](C[C@@H](C)[S@@](=O)(C)=N)C